5-(pyrrolidin-1-ylmethyl)thiophene-2-carbaldehyde N1(CCCC1)CC1=CC=C(S1)C=O